N-((3-methylphenyl)aminomethylthio)-3,7-dimethyloct-6-enamide CC=1C=C(C=CC1)NCSNC(CC(CCC=C(C)C)C)=O